N-[3-(7-{[(3S,4R)-3-fluoro-1-methylpiperidin-4-yl]amino}-3-(2,2,2-trifluoroethyl)pyrazolo[1,5-a]pyridin-2-yl)prop-2-yn-1-yl]-5-methoxynicotinamide F[C@H]1CN(CC[C@H]1NC1=CC=CC=2N1N=C(C2CC(F)(F)F)C#CCNC(C2=CN=CC(=C2)OC)=O)C